C(C)NC1=CC=CC(=C1)C ethyl-5-methylaniline